heptadecan-9-yl (R)-14-((8-(heptadecan-9-yloxy)-8-oxooctyl)oxy)-1-hydroxy-3,6,9,12,16-pentaoxatetracosan-24-oate CCCCCCCCC(CCCCCCCC)OC(CCCCCCCO[C@@H](COCCOCCOCCOCCO)COCCCCCCCC(=O)OC(CCCCCCCC)CCCCCCCC)=O